C(C)(=O)C1=NC=C(C(=C1)N1C(C=C(C=C1C)OC([2H])([2H])C1=NC=C(C=C1F)F)=O)C 2'-acetyl-4-((3,5-difluoropyridin-2-yl)methoxy-d2)-5',6-dimethyl-2H-[1,4'-bipyridin]-2-one